methyl 5-acetoxy-4-bromo-2-methyl-indazole-7-carboxylate C(C)(=O)OC1=C(C2=CN(N=C2C(=C1)C(=O)OC)C)Br